C(C)(C)(C)C=1C=C(C(=CC1)N)N 4-(tert-butyl)benzene-1,2-diamine